C(C1=CC=CC=C1)C=1C(=NNC1)NC(=O)C1=CC(=NC=C1F)C N-(4-benzyl-1H-pyrazol-3-yl)-5-fluoro-2-methylpyridine-4-carboxamide